CC1=C(C=CC=C1C)C1=CN=C(N=N1)C(=O)N1[C@@H](C\C(\C1)=N/OC)CO (S,E)-(6-(2,3-dimethylphenyl)-1,2,4-triazine-3-yl)(2-(hydroxymethyl)-4-(methoxyimino)pyrrolidin-1-yl)methanone